BrC1=CC=CC(=N1)NCC1=CC(=CC=C1)F 6-bromo-N-(3-fluorobenzyl)pyridine-2-amine